CC1(CC1)N1C(C2=C(C=C1)C(=CN2)C2=NC(=NC=C2C(F)(F)F)N[C@@H]2CNCCC2)=O 6-(1-methylcyclopropyl)-3-(2-{[(3S)-piperidin-3-yl]amino}-5-(trifluoromethyl)pyrimidin-4-yl)-1H,6H,7H-pyrrolo[2,3-c]pyridin-7-one